C(C)(C)(C)OC(C=CC=1OC(=CC1)C(F)(F)F)=O 3-(5-(trifluoromethyl)furan-2-yl)acrylic acid tert-butyl ester